C(CCCC)C(COC(CCCCCN(C(OCCN(CCOC(N(CCCCCC(=O)OCC(CCCCC)CCCCC)CCCCCC)=O)CCN(CC)CC)=O)CCCCCC)=O)CCCCC bis(2-pentylheptyl)12-(2-(diethylamino)ethyl)-7,17-dihexyl-8,16-dioxo-9,15-dioxa-7,12,17-triazatricosanedioate